triethyleneglycol n-hexyl ether C(CCCCC)OCCOCCOCCO